N[C@@H]1C2=CC=CC=C2CC12CCN(CC2)C=2N(C(C1=C(N2)NC=C1C(=C)C=1C=NC(=C(C1)Cl)N)=O)C (S)-2-(1-amino-1,3-dihydro-spiro[inden-2,4'-piperidin]-1'-yl)-5-(1-(6-amino-5-chloropyridin-3-yl)vinyl)-3-methyl-3,7-dihydro-4H-pyrrolo[2,3-d]pyrimidin-4-one